C(#N)C1=CC(=C(OCC=2C=C(OC3CCN(CC3)CC3=NC4=C(N3C[C@H]3OCC3)C=C(C=C4)C(=O)O)C=CC2)C=C1)F 2-[(4-{3-[(4-cyano-2-fluorophenoxy)methyl]phenoxy}piperidin-1-yl)methyl]-1-{[(2S)-oxetan-2-yl]methyl}-1H-1,3-benzodiazole-6-carboxylic acid